2,3,6,7-Tetraphenylnaphthalin C1(=CC=CC=C1)C1=CC2=CC(=C(C=C2C=C1C1=CC=CC=C1)C1=CC=CC=C1)C1=CC=CC=C1